butyl 6-(5-(hydroxymethyl)-4-iodo-3-(pyridin-3-yl)-1H-pyrazol-1-yl)-2-azaspiro[3.3]heptane-2-carboxylate OCC1=C(C(=NN1C1CC2(CN(C2)C(=O)OCCCC)C1)C=1C=NC=CC1)I